BrC1=CC(=C(ON2N=CC=C(C2=O)C2CCCCC2)C(=C1)Cl)Cl (4-bromo-2,6-dichlorophenoxy)-4-cyclohexylpyridazin-3(2H)-one